CN1CCN(CC1)C1=NC=CC(=C1)C=1C=C2C(=NC1)NC=C2C=2C=NC=1N(C2)C=CN1 6-(5-(2-(4-methylpiperazin-1-yl)pyridin-4-yl)-1H-pyrrolo[2,3-b]pyridin-3-yl)imidazo[1,2-a]pyrimidine